1-cyclopropyl-6,8-dimethoxy-1,4-dihydro-7-[(4aS,7aS)-octahydro-6H-pyrrolo[3,4-B]pyridin-6-yl]-4-oxo-3-quinolinecarboxylic acid C1(CC1)N1C=C(C(C2=CC(=C(C(=C12)OC)N1C[C@H]2NCCC[C@H]2C1)OC)=O)C(=O)O